(2S,5S)-N-(7-methoxy-4-(1-methyl-3-phenyl-1H-pyrazol-4-yl)quinazolin-6-yl)-2,4,5-trimethylpiperazine-1-carboxamide COC1=C(C=C2C(=NC=NC2=C1)C=1C(=NN(C1)C)C1=CC=CC=C1)NC(=O)N1[C@H](CN([C@H](C1)C)C)C